FC=1C(=C(C=O)C=C(C1)C(=O)N1CC(CC1)C=1C=NC(=CC1)N1CCCC1)O 3-fluoro-2-hydroxy-5-(3-(6-(pyrrolidin-1-yl)pyridin-3-yl)pyrrolidine-1-carbonyl)benzaldehyde